Cl.N1C[C@@H](CC1)COC1=CC=CC=2C(=NOC21)C2C(NC(CC2)=O)=O 3-(7-(((R)-pyrrolidin-3-yl)methoxy)benzo[d]isoxazol-3-yl)piperidine-2,6-dione hydrochloride